C(CCCCC(=O)O)(=O)SCCNC(CCNC([C@@H](C(COP(OP(OC[C@@H]1[C@H]([C@H]([C@@H](O1)N1C=NC=2C(N)=NC=NC12)O)OP(=O)(O)O)(=O)O)(=O)O)(C)C)O)=O)=O adipyl-Coa